(4,5-Dihydroxyindanylidene)malononitrile C1CC(=C(C#N)C#N)C2=C1C(=C(C=C2)O)O